C(C)(C)(C)OC(=O)N1C(C=2C(CC1)=C(N(N2)C)C2=NC(=CC=C2)C(F)(F)F)C 2,7-dimethyl-3-[6-(trifluoromethyl)pyridin-2-yl]-5,7-dihydro-4H-pyrazolo[3,4-c]pyridine-6-carboxylic acid tert-butyl ester